chloro-4''-((2,4,6-trifluorobenzyl)oxy)-3-(2-hydroxypropan-2-yl)-5',6''-dimethyl-2H,2''H-[1,2':4',1''-terpyridin]-2,2''-dione ClC1=C(C(N(C=C1)C1=NC=C(C(=C1)N1C(C=C(C=C1C)OCC1=C(C=C(C=C1F)F)F)=O)C)=O)C(C)(C)O